3-(4-diethylamino-2-ethoxyphenyl)-3-(1-ethyl-2-methylindol-3-yl)-4-azaphenylphthalide C(C)N(C1=CC(=C(C=C1)C1(CC(=CC=N1)C1OC(=O)C2=CC=CC=C12)C1=C(N(C2=CC=CC=C12)CC)C)OCC)CC